(8S)-6-methyl-5-(quinoline-3-yl)-6,7,8,9-tetrahydro-[1,2,4]Triazino[1,6-a]Indole-4,8-diamine CC1C=2C(=C3N(C2C[C@H](C1)N)N=CN=C3N)C=3C=NC1=CC=CC=C1C3